5-methyl-1-phenyl-N-(quinolin-2-yl)-1H-pyrazole-3-carboxamide CC1=CC(=NN1C1=CC=CC=C1)C(=O)NC1=NC2=CC=CC=C2C=C1